CC1OCCN2C1=C(C=N2)N 4-methyl-6,7-dihydro-4H-pyrazolo[5,1-c][1,4]oxazin-3-amine